S1(CS(CC1)(=O)=O)(=O)=O 1,3-Dithiolane-1,1,3,3-tetraoxide